C(#N)C1=CC2=C(OC[C@@H]3N2CCN(C3)C(=O)OC(C)(C)C)C=C1[N+](=O)[O-] tert-butyl (R)-9-cyano-8-nitro-1,2,4a,5-tetrahydrobenzo[b]pyrazino[1,2-d][1,4]oxazine-3(4H)-carboxylate